4-(pentafluoro-λ6-sulfanyl)-N-[trans-4-(4-{3-methyl-[1,2,4]triazolo[4,3-a]pyridin-6-yl}benzenesulfonyl)cyclohexyl]aniline FS(C1=CC=C(N[C@@H]2CC[C@H](CC2)S(=O)(=O)C2=CC=C(C=C2)C=2C=CC=3N(C2)C(=NN3)C)C=C1)(F)(F)(F)F